CCNCCNCCNCCNCCNCC 3,6,9,12,15-pentaazaheptadecane